CC1CC(CCCCCCC1)C 1,3-dimethylcyclodecane